1-(4-benzoyl-benzyl)-3-methyl-imidazole C(C1=CC=CC=C1)(=O)C1=CC=C(CN2CN(C=C2)C)C=C1